1,2-bis(3,4-dicarboxyphenylcarbonyloxy)ethane Copper-cobalt-tungsten [W].[Co].[Cu].C(=O)(O)C=1C=C(C=CC1C(=O)O)C(=O)OCCOC(=O)C1=CC(=C(C=C1)C(=O)O)C(=O)O